(7-Bromo-1-(cyclopropylmethyl)-2-(1,2,5,6-tetrahydropyridin-3-yl)-1H-indol-5-yl)(4-(5-fluoro-3-methoxypyridin-2-yl)piperazin-1-yl)methanone BrC=1C=C(C=C2C=C(N(C12)CC1CC1)C=1CNCCC1)C(=O)N1CCN(CC1)C1=NC=C(C=C1OC)F